praseodymium-copper-aluminum [Al].[Cu].[Pr]